t-Butyl peroxybenzoate (tert-Butylperoxybenzoate) C(C)(C)(C)C1=C(C(=O)OO)C=CC=C1.C(C1=CC=CC=C1)(=O)OOC(C)(C)C